IC1=NN(C(=C1C(=O)N)NC)[C@@H]1CN([C@H](C1)COC)C(C=C)=O 3-iodo-1-[(3s,5r)-5-(methoxymethyl)-1-(prop-2-enoyl)pyrrolidin-3-yl]-5-(methylamino)pyrazole-4-carboxamide